2-(((4-(Hydroxymethyl)-7-(4-(trifluoromethoxy)phenyl)-2,3-dihydrobenzofuran-5-yl)amino)methyl)acrylic acid OCC1=C(C=C(C2=C1CCO2)C2=CC=C(C=C2)OC(F)(F)F)NCC(C(=O)O)=C